6-hydroxy-2,5,7,8-tetramethylchromane OC=1C(=C2CCC(OC2=C(C1C)C)C)C